tert-butyl (2S,4R)-4-(2,3-dichloro-6-methoxyphenyl)-2-[[(5-oxopyrrolidin-3-yl)amino]methyl]pyrrolidine-1-carboxylate ClC1=C(C(=CC=C1Cl)OC)[C@H]1C[C@H](N(C1)C(=O)OC(C)(C)C)CNC1CNC(C1)=O